CC=1C=C2C(=CNC2=CC1)C[C@@H](CC1=CC=CC=C1)NC(OC(C)(C)C)=O tert-butyl (R)-(1-(5-methyl-1H-indol-3-yl)-3-phenylpropan-2-yl)carbamate